BrC1=CC=C2C3(CNC(C2=C1)=O)CC3 7'-bromo-2',3'-dihydro-1'H-spiro[cyclopropane-1,4'-isoquinoline]-1'-one